FC1C(=O)OC(C1)CC α-fluoro-γ-caprolactone